C(#N)C1=CC(=C(CSC2=CC=CC(=N2)C=2CCN(CC2)CC2=NC3=C(N2C[C@H]2OCC2)C=C(C=C3)C(=O)O)C=C1)F (S)-2-((6-(4-cyano-2-fluorobenzyl)thio-3',6'-dihydro-[2,4'-bipyridin]-1'(2'H)-yl)methyl)-1-(oxetan-2-ylmethyl)-1H-benzo[d]imidazole-6-carboxylic acid